C(C)(C)(C)OC(=O)N(C1CCC(CC1)N(C(OC(C)(C)C)=O)C1=NC2=CC=C(C=C2C=N1)C1=CC(=NN1C)NS(=O)(=O)C1=C(C=CC=C1)Cl)C(=O)OC(C)(C)C tert-butyl ((1r,4r)-4-(bis(tert-butoxycarbonyl)amino)cyclohexyl)(6-(3-((2-chloro phenyl)sulfonamido)-1-methyl-1H-pyrazol-5-yl)quinazolin-2-yl)carbamate